C(C)(C)(C)OC(NCC1CCC(CC1)C(N[C@H]1CCCCC(NC2=CC=CC=C2C2=C(NC1=N2)Cl)=O)=O)=O [4-((S)-17-Chloro-9-oxo-8,16,18-triaza-tricyclo[13.2.1.02,7]octadeca-1(17),2,4,6,15(18)-pentaen-14-ylcarbamoyl)-cyclohexylmethyl]-carbamic acid tert-butyl ester